(1S,2S,3R,5S)-3-((5-chloro-4-(4-fluoro-2-((S)-3-fluoropyrrolidin-1-yl)-1-isopropyl-1H-benzo[d]imidazol-6-yl)pyrimidin-2-yl)amino)-6,8-dioxabicyclo[3.2.1]octan-2-ol ClC=1C(=NC(=NC1)N[C@H]1[C@@H]([C@@H]2CO[C@H](C1)O2)O)C=2C=C(C1=C(N(C(=N1)N1C[C@H](CC1)F)C(C)C)C2)F